NC1=C(C=2C(=NC=C(C2S1)F)C=1C2=C(C=3C=NC(=NC3C1F)N1C[C@@H](CC1)N1CCN(CC1)CC(F)(F)F)COC2)C#N 2-Amino-7-fluoro-4-(5-fluoro-3-((R)-3-(4-(2,2,2-trifluoroethyl)piperazin-1-yl)pyrrolidin-1-yl)-7,9-dihydrofuro[3,4-f]quinazolin-6-yl)thieno[3,2-c]pyridine-3-carbonitrile